3-[4-(2-cyclopentyloxy-pyridin-3-yl)-benzylthio]-propionic acid C1(CCCC1)OC1=NC=CC=C1C1=CC=C(CSCCC(=O)O)C=C1